N-[(1r,4r)-4-[6-bromo-2-(methylsulfanyl)-7-oxo-5-[2-(triisopropylsilyl)ethynyl]pyrido[2,3-d]pyrimidin-8-yl]cyclohexyl]acetamide BrC1=C(C2=C(N=C(N=C2)SC)N(C1=O)C1CCC(CC1)NC(C)=O)C#C[Si](C(C)C)(C(C)C)C(C)C